benzyl 4-[4-benzyloxy-6-fluoro-1-(4-fluorophenyl)-2-(trifluoromethyl)indol-3-yl]benzoate C(C1=CC=CC=C1)OC1=C2C(=C(N(C2=CC(=C1)F)C1=CC=C(C=C1)F)C(F)(F)F)C1=CC=C(C(=O)OCC2=CC=CC=C2)C=C1